FCCN1C[C@@H](CC1)O (R)-1-(2-fluoroethyl)pyrrolidin-3-ol